(1,2-dimethyl-1H-imidazol-4-yl)-N-(1-(methylsulfonyl)piperidin-4-yl)-5-(trifluoromethyl)pyrimidin-2-amine CN1C(=NC(=C1)C1=NC(=NC=C1C(F)(F)F)NC1CCN(CC1)S(=O)(=O)C)C